C(C1=CC=CC=C1)NC=1OC2=C(N1)C=CC(=C2)N(C(=O)NC2=CC=C(C=C2)C)CCN2CCOCC2 1-(2-Benzylaminobenzo[d]oxazol-6-yl)-1-[2-(4-morpholinyl)ethyl]-3-(4-methylphenyl)urea